5-(2-propoxy-5-((4-ethylpiperazin-1-yl)sulfonyl)phenyl)-1-methyl-3-propyl-1H-pyrazolo[4,3-d]pyrimidin-7(6H)-one C(CC)OC1=C(C=C(C=C1)S(=O)(=O)N1CCN(CC1)CC)C=1NC(C2=C(N1)C(=NN2C)CCC)=O